(3R)-2'-{6-amino-5-[(1R)-1-(3,5-difluoropyridin-4-yl)ethoxy]pyridin-3-yl}-N-ethyl-5',6'-dihydrospiro[pyrrolidine-3,4'-pyrrolo[1,2-b]pyrazole]-1-carboxamide NC1=C(C=C(C=N1)C=1C=C2N(N1)CC[C@]21CN(CC1)C(=O)NCC)O[C@H](C)C1=C(C=NC=C1F)F